C(#N)C(CCC(=O)O)(C)SC(=S)SCC 4-cyano-4-(ethylthio-thiocarbonylthio)pentanoic acid